ClC=1C=C(C=CC1)SCP(OCC)(OCC)=O Diethyl (3-chlorophenylthio)methylphosphonate